P(O[C@@H]1[C@@H](O[C@H]([C@@H]1O[Si](C)(C)C(C)(C)C)N1C2=NC=NC(=C2N=C1)NC(C1=CC=CC=C1)=O)CO)([O-])(=O)N ((2S,3R,4R,5R)-5-(6-benzoylamino-9H-purin-9-yl)-4-((tert-butyldimethylsilyl) oxy)-2-(hydroxymethyl) tetrahydrofuran-3-yl) phosphoramidate